OCCOC1=CC=C(C=N1)CN1CC2=CC=C(C=C2C=N1)S(=O)(=O)C1=CC=CC=C1 2-((6-(2-hydroxyethoxy)pyridin-3-yl)methyl)-6-(phenylsulfonyl)phthalazin